2-((3-chloro-5-(trifluoromethyl)pyridin-2-yl)methyl)-3-ethyl-5,8-difluoronaphthalene-1,4-dione ClC=1C(=NC=C(C1)C(F)(F)F)CC=1C(C2=C(C=CC(=C2C(C1CC)=O)F)F)=O